FC12CC(C1)(C2)CNCC=2C=CC=1N(C2)C=C(N1)CN1C(C2=CN=CC(=C2C=C1)N1CC2(C1)COCCC2)=O 2-[(6-([({3-fluorobicyclo[1.1.1]pentan-1-yl}methyl)amino]methyl)imidazo[1,2-a]pyridin-2-yl)methyl]-5-{6-oxa-2-azaspiro[3.5]nonan-2-yl}-1,2-dihydro-2,7-naphthyridin-1-one